C1CN(CCC1CC(=O)N2CCC(CC2)C3C4=C(CCC5=C3N=CC(=C5)Br)C=C(C=C4Br)Cl)C(=O)N The molecule is a benzocycloheptapyridine that is benzo[5,6]cyclohepta[1,2-b]pyridine which is substituted at positions 3 and 10 by bromines, at position 8 by chlorine, and at position 11 by an N-acetylpiperidin-4-yl group in which one of the hydrogens of the acetyl moiety has been replaced by a 1-carbamoylpiperidin-4-yl group. It is a benzocycloheptapyridine, a N-acylpiperidine, a heteroarylpiperidine, an organochlorine compound, an organobromine compound and a member of ureas.